(1S,4S)-tert-Butyl 5-(4-((3-bromo-2-fluorophenyl)amino)pyrido[3,2-d]pyrimidin-6-yl)-2,5-diazabicyclo[2.2.1]heptane-2-carboxylate BrC=1C(=C(C=CC1)NC=1C2=C(N=CN1)C=CC(=N2)N2[C@@H]1CN([C@H](C2)C1)C(=O)OC(C)(C)C)F